N-[5-[2-chloro-5-(2-cyano-2-methyl-propoxy)-4-pyridyl]pyrazolo[1,5-a]pyridin-2-yl]cyclopropanecarboxamide ClC1=NC=C(C(=C1)C1=CC=2N(C=C1)N=C(C2)NC(=O)C2CC2)OCC(C)(C)C#N